CC1=CC=CC(=N1)OC1=CC=C(C=C1)C1CN(C1)C(=O)N1C[C@@H]2[C@@H](OCC(N2)=O)CC1 (+)-(4aR,8aS)-6-[3-[4-[(6-Methyl-2-pyridyl)oxy]phenyl]azetidine-1-carbonyl]-4,4a,5,7,8,8a-hexahydropyrido[4,3-b][1,4]oxazin-3-one